methyldi(tetradecyl)ammonium tetrakis(pentafluorophenyl)borate FC1=C(C(=C(C(=C1[B-](C1=C(C(=C(C(=C1F)F)F)F)F)(C1=C(C(=C(C(=C1F)F)F)F)F)C1=C(C(=C(C(=C1F)F)F)F)F)F)F)F)F.C[NH+](CCCCCCCCCCCCCC)CCCCCCCCCCCCCC